4-(acetoxyphenyl)benzyl-(methyl)sulfonium methyl-(S)-2-((tert-butoxycarbonyl)amino)-3-(3-methoxy-4-(1-methyl-2,4-dioxo-1,4-dihydropyrido[3,4-d]pyrimidin-3(2H)-yl)phenyl)propanoate COC([C@H](CC1=CC(=C(C=C1)N1C(N(C2=C(C1=O)C=CN=C2)C)=O)OC)NC(=O)OC(C)(C)C)=O.C(C)(=O)OC2=C(C=CC=C2)C2=CC=C(C[SH+]C)C=C2